C1(=CC=C2C=CC3=CC=CC4=CC=C1C2=C34)S(=O)(=O)O pyrenyl-sulfonic acid